triethoxytridecafluoron-octyl-silane C(C)O[Si](C(C(C(C(C(CCC(F)(F)F)(F)F)(F)F)(F)F)(F)F)(F)F)(OCC)OCC